(S or R)-1-(5-(5-hydroxy-6-(trifluoromethyl)nicotinoyl)-2-(4-isopropylphenyl)-2,3,4,5,5a,6,8,9-octahydro-7H-1,2,5,7-tetraazabenzo[cd]azulen-7-yl)prop-2-en-1-one OC=1C(=NC=C(C(=O)N2CCC=3N(N=C4CCN(C[C@@H]2C34)C(C=C)=O)C3=CC=C(C=C3)C(C)C)C1)C(F)(F)F |o1:19|